N-(((3aR,4R,6S,6aS)-6-(4-Aminopyrrolo[2,1-f][1,2,4]triazin-7-yl)-2,2-dimethyltetrahydrofuro[3,4-d][1,3]dioxol-4-yl)methyl)-[1,1-biphenyl]-4-sulfonamide NC1=NC=NN2C1=CC=C2[C@@H]2O[C@@H]([C@@H]1[C@H]2OC(O1)(C)C)CNS(=O)(=O)C1=CC=C(C=C1)C1=CC=CC=C1